N-(3-bromo-4-fluorophenyl)-N'-hydroxy-4-((2-(2-methyl-2-oxo-1,3,2-diazaphospholan-1-yl)ethyl)amino)-1,2,5-oxadiazole-3-carboxamidine BrC=1C=C(C=CC1F)NC(=NO)C1=NON=C1NCCN1P(NCC1)(=O)C